[4-[3-[[(3s,4r)-3-fluoro-4-piperidinyl]oxymethyl]azetidin-1-yl]-3-methyl-2-oxo-benzoimidazol-1-yl]piperidine-2,6-dione F[C@H]1CNCC[C@H]1OCC1CN(C1)C1=CC=CC=2N(C(N(C21)C)=O)N2C(CCCC2=O)=O